7-chloro-3-(3,5-dimethoxyphenyl)-1-ethyl-1,6-naphthyridin-2(1H)-one ClC1=NC=C2C=C(C(N(C2=C1)CC)=O)C1=CC(=CC(=C1)OC)OC